1-(3,3-dimethylcyclohexyl)ethanol CC1(CC(CCC1)C(C)O)C